FC1=C(C=C2C=CN(C(C2=C1)=O)CCC[C@H](COC)NC=1C=NNC(C1C(F)(F)F)=O)C1=NC=C(C=N1)C(F)(F)F (R)-7-fluoro-2-(5-methoxy-4-((6-oxo-5-(trifluoromethyl)-1,6-dihydropyridazin-4-yl)amino)pentyl)-6-(5-(trifluoromethyl)pyrimidin-2-yl)isoquinolin-1(2H)-one